C(#C)C1=CC=C(C=C1)[C@H](CO)NC(=O)[C@H]1N(C[C@@H](C1)O)C([C@H](C(C)(C)C)NC(CCCCCCCC(=O)O)=O)=O 9-(((S)-1-((2S,4R)-2-(((R)-1-(4-ethynylphenyl)-2-hydroxyethyl)carbamoyl)-4-hydroxypyrrolidin-1-yl)-3,3-dimethyl-1-oxobutan-2-yl)amino)-9-oxononanoic acid